Cl.Cl.C(C)(C)C1=CC=C(C=C1)C=1N=C2N(C=CC=C2)C1CN1C2CNCC1CC2 8-{[2-(4-isopropylphenyl)imidazo[1,2-a]pyridin-3-yl]methyl}-3,8-diazabicyclo[3.2.1]octane dihydrochloride